O=C1NC(CCC1C1=NN(C2=CC=CC=C12)CC(=O)O)=O 2-(3-(2,6-dioxopiperidin-3-yl)-1H-indazol-1-yl)acetic acid